O[C@@H]1[C@H](O[C@H]([C@@H]1O)N1C2=NC=NC(=C2N=C1)N(C)C1=CC(=CC=C1)S(=O)(=O)C)COCP(O)(O)=O [(2R,3S,4R,5R)-3,4-dihydroxy-5-[6-[(3-methylsulfonylphenyl)-methylamino]purin-9-yl]tetrahydrofuran-2-yl]methoxymethyl-phosphonic acid